FC=1C(=CC=2C3=C(NC(C2C1)=O)COC[C@H]3N(C(=O)C=3C=CC=1N(C3)C=CN1)C)F (S)-N-(8,9-difluoro-6-oxo-1,4,5,6-tetrahydro-2H-pyrano[3,4-c]isoquinolin-1-yl)-N-methylimidazo[1,2-a]pyridine-6-carboxamide